FC1=C(C(=NC=C1)N)C=C 4-fluoro-3-vinylpyridin-2-amine